COCCOCCOCCOCCOCCOCCOCCOCCOCCOCCOCCOCCCNC=1C(=NC(=C(N1)C(=O)NCCOCCOCCOCCOCCOCCOCCOCCOCCOCCOCCOCCOC)NCCCOCCOCCOCCOCCOCCOCCOCCOCCOCCOCCOCCOC)C(=O)NCCOCCOCCOCCOCCOCCOCCOCCOCCOCCOCCOCCOC 3,6-Bis(2,5,8,11,14,17,20,23,26,29,32,35-dodecaoxaoctatriacontan-38-ylamino)-N2,N5-di(2,5,8,11,14,17,20,23,26,29,32,35-dodecaoxaheptatriacontan-37-yl)pyrazine-2,5-dicarboxamide